(S)-9-((5-(3-amino-3-((1-methyl-1H-pyrazol-3-yl)methyl)piperidin-1-yl)-2-(3,4-difluorophenyl)pyridin-4-yl)methyl)-9H-purin-6-amine N[C@]1(CN(CCC1)C=1C(=CC(=NC1)C1=CC(=C(C=C1)F)F)CN1C2=NC=NC(=C2N=C1)N)CC1=NN(C=C1)C